BrC1=CC2=C(N=C(S2)NC(=O)[C@@H]2CN(CC2)C(=O)[O-])C=C1 (S)-3-((6-bromobenzo[d]thiazol-2-yl)carbamoyl)pyrrolidine-1-carboxylate